CC=1SC(=CC1C#N)C1=NC(=NC=C1C(F)(F)F)N[C@@H]1[C@@H](CN(CC1)S(=O)(=O)C=1N=CN(C1)C)C 2-methyl-5-(2-(((3R,4S)-3-methyl-1-((1-methyl-1H-imidazol-4-yl)sulfonyl)piperidin-4-yl)amino)-5-(trifluoromethyl)pyrimidin-4-yl)thiophene-3-carbonitrile